2-bromo-1,3-dicarboxybenzene BrC1=C(C=CC=C1C(=O)O)C(=O)O